C=C1COC2CCC1O2 4-methylidene-2,8-dioxabicyclo[3.2.1]octane